tri-1-pyrrolidinyl-phosphorus hexafluorophosphate F[P-](F)(F)(F)(F)F.N1(CCCC1)[P+](N1CCCC1)N1CCCC1